(4-acetyl-5-methyl-3H-imidazol-2-yl)benzamide C(C)(=O)C=1NC(=NC1C)C1=C(C(=O)N)C=CC=C1